BrC=1C(=NSC1)OCC1=C(C=C(C=C1)Cl)F 4-bromo-3-((4-chloro-2-fluorobenzyl)oxy)isothiazole